COC1CN(C1)C=1C=CC(=NC1)C(=O)N 5-(3-methoxyazetidin-1-yl)picolinamide